C[C@H]1CCC2=C(CC[C@H](C[C@@H]12)C(=C)C)C Delta-guaiene